ClCC(=O)C1C(C1)C(=O)OCC ethyl 2-(2-chloroacetyl)cyclopropane-1-carboxylate